5-[5-({3-[2-(4-chloro-3-fluorophenoxy)acetylamino]bicyclo[1.1.1]pentan-1-yl}carbamoyl)-1,3-oxazol-2-yl]-3,6-dihydropyridine-1(2H)-carboxylic acid tert-butyl ester C(C)(C)(C)OC(=O)N1CCC=C(C1)C=1OC(=CN1)C(NC12CC(C1)(C2)NC(COC2=CC(=C(C=C2)Cl)F)=O)=O